C(CCC)C(C(=O)OCCCCCCO)CCCCCC 6-hydroxyhexyl 2-butyloctanoate